(Z)-5-benzylidenethiazolidine-2,4-dione C(/C1=CC=CC=C1)=C/1\C(NC(S1)=O)=O